OCC1=C(C(=CC(=C1)C(C)(C)CC(C)(C)C)CO)O 2,6-bis(hydroxymethyl)-4-tert-octylphenol